ClC1=CC=C(C=C1)S(=O)(=O)N1CC(OCC1)C1=C(SC2=C1C=CC=C2)C(=O)N [4-(4-chlorophenyl)sulfonylmorpholin-2-yl]benzothiophene-2-carboxamide